dimethylsilyl-(3-phenyl-1-indenyl)(2,3,4,5-tetramethyl-1-cyclopentadienyl)zirconium dichloride [Cl-].[Cl-].C[SiH](C)[Zr+2](C1=C(C(=C(C1C)C)C)C)C1C=C(C2=CC=CC=C12)C1=CC=CC=C1